2-[(2R,4R,5S)-1-(2,4-dichlorophenyl)-5-hydroxy-2,6,6-trimethylheptane-4-yl]-2,4-dihydro-3H-1,2,4-triazole-3-thione ClC1=C(C=CC(=C1)Cl)C[C@H](C[C@H]([C@H](C(C)(C)C)O)N1N=CNC1=S)C